2-(3-(2-(5-((4,6-Difluoro-1H-indol-5-yl)oxy)-2-fluorophenyl)-2,4,5,7-tetrahydropyrano[3,4-c]pyrazol-7-yl)-2-fluorophenyl)acetic acid FC1=C2C=CNC2=CC(=C1OC=1C=CC(=C(C1)N1N=C2C(=C1)CCOC2C=2C(=C(C=CC2)CC(=O)O)F)F)F